2-((2S)-4-(7-(8-chloronaphthalen-1-yl)-2-((1-cyclopropylazetidin-2-yl)methoxy)-5,6,7,8-tetrahydropyrido[3,4-d]pyrimidin-4-yl)-1-(2-fluoroacryloyl)piperazin-2-yl)acetonitrile ClC=1C=CC=C2C=CC=C(C12)N1CC=2N=C(N=C(C2CC1)N1C[C@@H](N(CC1)C(C(=C)F)=O)CC#N)OCC1N(CC1)C1CC1